C(C)(C)(C)OC=1C=C2CCC=C(C2=CC1)OS(=O)(=O)C(F)(F)F triflic acid (6-tert-butoxy-3,4-dihydronaphthalen-1-yl) ester